3-cyclopropyl-N-(4-methyl-3-(4-methyloxazol-2-yl)phenyl)cyclobutane-1-carboxamide C1(CC1)C1CC(C1)C(=O)NC1=CC(=C(C=C1)C)C=1OC=C(N1)C